2,6-Dichloro-5-methyl-N-(5-methyl-1-(tetrahydro-2H-pyran-2-yl)-1H-indazol-4-yl)nicotinamide ClC1=C(C(=O)NC2=C3C=NN(C3=CC=C2C)C2OCCCC2)C=C(C(=N1)Cl)C